6-(1-acetyl-3,6-dihydro-2H-pyridin-4-yl)-2-[(2R)-3-(3,4-dihydro-1H-isoquinolin-2-yl)-2-hydroxy-propyl]-3,4-dihydroisoquinolin-1-one C(C)(=O)N1CCC(=CC1)C=1C=C2CCN(C(C2=CC1)=O)C[C@@H](CN1CC2=CC=CC=C2CC1)O